N-(3,5-difluoro-4-(7-fluoro-3-(1H-imidazol-2-yl)-1H-indazol-6-yl)pyridin-2-yl)-2-methoxypyridine-3-sulfonamide FC=1C(=NC=C(C1C1=CC=C2C(=NNC2=C1F)C=1NC=CN1)F)NS(=O)(=O)C=1C(=NC=CC1)OC